7-methyl-N-(3-(methylamino)-3-oxo-1-(pyridin-3-yl)propyl)-1H-indole CC=1C=CC=C2C=CN(C12)C(CC(=O)NC)C=1C=NC=CC1